(S)-N-((S)-(4-chlorophenyl)(2-(trifluoromethyl)-1H-imidazol-4-yl)methyl)-2-oxoimidazolidine-4-carboxamide ClC1=CC=C(C=C1)[C@H](NC(=O)[C@H]1NC(NC1)=O)C=1N=C(NC1)C(F)(F)F